C(=O)=C1NC=CC2=C(C=CC=C12)N1N=CC(=C1C(F)(F)F)S(=O)(=O)NC1=CC(=NC=C1)C(F)(F)F 1-(1-carbonyl-1,2-dihydroisoquinolin-5-yl)-5-(trifluoromethyl)-N-(2-(trifluoromethyl)pyridin-4-yl)-1H-pyrazole-4-sulfonamide